2,4-bis-(dicyclohexylphosphino)pentane C1(CCCCC1)P(C(C)CC(C)P(C1CCCCC1)C1CCCCC1)C1CCCCC1